3-Methyl-5-((3-(trifluoromethoxy)pyridin-2-yl)methyl)-7-((1r,4r)-4-(2-(trifluoromethyl)phenyl)cyclohexyl)pyrido[2,3-b]pyrazin-6(5H)-one CC1=CN=C2C(=N1)N(C(C(=C2)C2CCC(CC2)C2=C(C=CC=C2)C(F)(F)F)=O)CC2=NC=CC=C2OC(F)(F)F